(S)-6-(cyclopropanecarboxamido)-4-((4-methoxy-1-methyl-5-(2,2,2-trifluoro-1-(methoxy-d3)ethyl)-1H-indazol-3-yl)amino)-N-(methyl-d3)pyridazine-3-carboxamide C1(CC1)C(=O)NC1=CC(=C(N=N1)C(=O)NC([2H])([2H])[2H])NC1=NN(C2=CC=C(C(=C12)OC)[C@@H](C(F)(F)F)OC([2H])([2H])[2H])C